[Ca+2].O=C[C@H](O)[C@@H](O)[C@H](O)[C@H](O)C(=O)[O-].O=C[C@H](O)[C@@H](O)[C@H](O)[C@H](O)C(=O)[O-] glucuronic acid, calcium salt